bis[2-methyl-4-(3-n-dodecylthiopropionyl)-5-t-butylphenyl] sulfide CC1=C(C=C(C(=C1)C(CCCCCCCCCCCCCC)=S)C(C)(C)C)SC1=C(C=C(C(=C1)C(C)(C)C)C(CCCCCCCCCCCCCC)=S)C